C(=O)(O)CN1CCN(CC(C1)N(CC(=O)O)C)CC(=O)O 1,4-bis(carboxymethyl)-6-[methyl-carboxymethyl-amino]-1,4-diazepane